2-(4-bromophenyl)-2-cyclohexen-1-one BrC1=CC=C(C=C1)C=1C(CCCC1)=O